S1C(=CC=C1)C1=C2C(=NN=N2)C(=C2C1=NN=N2)C=2SC=CC2 4,8-dithien-2-yl-benzo[1,2-d:4,5-d']bistriazole